2-(4-methoxybenzylidene)-5-chloro-2,3-dihydro-1H-indene COC1=CC=C(C=C2CC3=CC=C(C=C3C2)Cl)C=C1